(7R,20E)-9-methyl-7-[(7-methyl-1H-indazol-5-yl)methyl]-6,12,15,18,28-pentaoxa-4,9,24,26-tetrazatetracyclo[20.6.2.21,4.025,29]dotriaconta-20,22(30),23,25(29)-tetraene-5,8,27-trione CN1C([C@H](OC(N2CCC3(OC(NC=4N=CC(/C=C/COCCOCCOCC1)=CC34)=O)CC2)=O)CC=2C=C3C=NNC3=C(C2)C)=O